N-[5-[4-(benzylamino)quinazolin-6-yl]-2-chloro-3-pyridyl]methanesulfonamide C(C1=CC=CC=C1)NC1=NC=NC2=CC=C(C=C12)C=1C=C(C(=NC1)Cl)NS(=O)(=O)C